S(=O)(=O)(OC([2H])([2H])[2H])OC([2H])([2H])[2H] di[2H3]methyl sulfate